FC=1C=C2C(C(=CN3C2=C(C1F)OCC3C)CN[C@@H]3CN(CCC3)C(=O)OC(C)(C)C)=O (3S)-tert-butyl 3-(((9,10-difluoro-3-methyl-7-oxo-3,7-dihydro-2H-[1,4]oxazino[2,3,4-ij]quinolin-6-yl)methyl)amino)piperidine-1-carboxylate